pyrrolo[1,5-a]pyrimidine-3-carboxylic acid ethyl ester C(C)OC(=O)C=1C=NC=2N(C1)C=CC2